([2-(2,6-Dioxopiperidin-3-yl)-1,3-dioxo-2,3-dihydro-1H-isoindol-4-yl]oxy)butanoic acid O=C1NC(CCC1N1C(C2=CC=CC(=C2C1=O)OC(C(=O)O)CC)=O)=O